CC=1C=C(C=CC1OC1=CC2=C(N(C=N2)C)C=C1)NC=1C2=C(N=CN1)C=NC(=C2)OC2CC1CCC(C2)N1C(C=C)=O 1-(endo-3-((4-((3-Methyl-4-((1-methyl-1H-benzo[d]imidazol-5-yl)oxy)phenyl)amino)pyrido[3,4-d]pyrimidin-6-yl)oxy)-8-azabicyclo[3.2.1]octan-8-yl)prop-2-en-1-one